6-((Endo-8-azabicyclo[3.2.1]oct-3-yl)oxy)-N-(4-([1,2,4]triazolo[1,5-a]pyridine-7-yloxy)-2-fluoro-3-methylphenyl)quinazolin-4-amine hydrochloride Cl.C12CC(CC(CC1)N2)OC=2C=C1C(=NC=NC1=CC2)NC2=C(C(=C(C=C2)OC2=CC=1N(C=C2)N=CN1)C)F